5-tert-butyl-4-methyl-thiazol-2-amine C(C)(C)(C)C1=C(N=C(S1)N)C